3-(Aminomethyl)-N-(4-bromo-2,6-difluorobenzyl)-6-fluoro-7-methoxyquinolin-4-amine NCC=1C=NC2=CC(=C(C=C2C1NCC1=C(C=C(C=C1F)Br)F)F)OC